Methyl (2S)-2-((2S)-2-((((3-chlorophenyl)(1-(3-chlorophenyl)cyclopropyl)methoxy)carbonyl)amino)-4-methylpentanamido)-3-((S)-2-oxopyrrolidin-3-yl)propanoate ClC=1C=C(C=CC1)C(OC(=O)N[C@H](C(=O)N[C@H](C(=O)OC)C[C@H]1C(NCC1)=O)CC(C)C)C1(CC1)C1=CC(=CC=C1)Cl